7-bromo-2,4-dichloro-5-methyl-5H-pyrrolo[3,2-d]pyrimidine BrC1=CN(C2=C1N=C(N=C2Cl)Cl)C